OC=1C=C(C=CC1O)[C@@H]1OC=2C(C(C1(O)O)O)=C(C=C(C2)O)O (2S,3R)-2-(3,4-dihydroxyphenyl)-3,4-dihydroxy-2H-benzopyran-3,5,7-triol